CC1(CN(CCN1)C1=C2C(=NC=C1)N(CC2)C(=O)N(C)C=2C(=CC=1N(C2)C=C(N1)C)F)C 4-(3,3-dimethylpiperazin-1-yl)-N-(7-fluoro-2-methylimidazo[1,2-a]pyridin-6-yl)-N-methyl-2,3-dihydro-1H-pyrrolo[2,3-b]pyridine-1-carboxamide